NC1(CCN(CC1)C1=NC(=C2C(=N1)NN=C2C2=C(C(=CC=C2)Cl)Cl)C(=O)O)C2=CC(=CC=C2)Cl 6-(4-amino-4-(3-chlorophenyl)piperidin-1-yl)-3-(2,3-dichlorophenyl)-1H-pyrazolo[3,4-d]pyrimidine-4-carboxylic acid